3'-O-propargyl-guanosine C(C#C)O[C@H]1[C@H]([C@@H](O[C@@H]1CO)N1C=NC=2C(=O)NC(N)=NC12)O